5-Chloro-2,4-dihydroxypyridine-3-carboxamide ClC=1C(=C(C(=NC1)O)C(=O)N)O